NCC1=CC=C(C=C1)NC1=CC=C(C=C1)NC(C)(C)C N1-(4-(aminomethyl)phenyl)-N4-(tert-butyl)benzene-1,4-diamine